ClC1=C(C=CC=C1)N1C=2N(C3=C(C1=O)C=NC(=N3)NC3=CC=C(C=C3)NCCCN3C(CCC3)=O)C=CN2 6-(2-chlorophenyl)-2-[(4-{[3-(2-oxopyrrolidin-1-yl)propyl]amino}phenyl)amino]imidazo[1,2-a]pyrimido[5,4-e]pyrimidin-5(6H)-one